3-(2,6-difluoro-3,5-dimethoxyphenyl)-1-pyridin-3-yl-1,3,4,7-tetrahydro-2H-pyrazolo[4',3':5,6]pyrido[4,3-d]pyrimidin-2-one FC1=C(C(=C(C=C1OC)OC)F)N1C(N(C2=C(C1)C=NC1=C2C=NN1)C=1C=NC=CC1)=O